[C@H]1(CCC2=CC=CC=C12)NC(=O)C=1N=C(SC1)C#C (R)-N-(2,3-Dihydro-1H-inden-1-yl)-2-ethynylthiazole-4-carboxamide